Cl.Cl.CCCCCCCC Octane dihydrochloride